N-((1r,4r)-4-acetaminocyclohexyl)-6-(2-cyanopyridin-4-yl)-4-(isopropylamino)-1,5-naphthyridine-3-carboxamide N(C(=O)C)C1CCC(CC1)NC(=O)C=1C=NC2=CC=C(N=C2C1NC(C)C)C1=CC(=NC=C1)C#N